benzoic acid isopropyl ester C(C)(C)OC(C1=CC=CC=C1)=O